N-(4-(4-(2-methoxyethyl)piperidin-1-yl)pyridin-2-yl)-5-(pyridin-4-yl)thiazolo[5,4-b]pyridin-2-amine COCCC1CCN(CC1)C1=CC(=NC=C1)NC=1SC2=NC(=CC=C2N1)C1=CC=NC=C1